C(C)(C)(C)OC(=O)C=1C=CC2=C(N(C(=N2)CCl)C[C@H]2OCC2)C1 (S)-2-(chloromethyl)-1-(oxetan-2-ylmethyl)-1H-benzo[d]Imidazole-6-carboxylic acid tert-butyl ester